10-ethyl-10H-phenoselenazine C(C)N1C2=CC=CC=C2[Se]C=2C=CC=CC12